Methyl-(S,E)-(1-((1-((6-(2-cyclopropylethyl)-9H-purin-8-yl)methyl)-2-oxo-1,2-dihydropyridin-3-yl)amino)-7-(dimethylamino)-1,7-dioxohept-5-en-2-yl)carbamat COC(N[C@H](C(=O)NC=1C(N(C=CC1)CC=1NC2=NC=NC(=C2N1)CCC1CC1)=O)CC\C=C\C(=O)N(C)C)=O